CN(C=1C=NC(=NC1)C1=CN=NC=C1)C N,N-dimethyl-2-pyridazin-4-yl-pyrimidin-5-amine